(8-cyclopropyl-2-methyl-quinazolin-4-yl)-4-fluorobenzamide C1(CC1)C=1C=CC=C2C(=NC(=NC12)C)C1=C(C(=O)N)C=CC(=C1)F